ClC=1C=CC=2N=CN=C(C2N1)NC1=C(C(=C(C=C1)OC1=CC2=C(N(N=N2)C(F)F)C=C1)C)F 6-chloro-N-(4-((1-(difluoromethyl)-1H-benzo[d][1,2,3]triazol-5-yl)oxy)-2-fluoro-3-methylphenyl)pyrido[3,2-d]pyrimidin-4-amine